FC=1C=CC2=C(C=C(S2)C(=O)O)C1 5-fluorobenzothiophene-2-carboxylic acid